8-((2,3-dihydro-1H-pyrrolo[2,3-b]pyridin-1-yl)methyl)-N,N-dimethyl-2-morpholino-4-oxo-4H-chromene-6-carboxamide N1(CCC=2C1=NC=CC2)CC=2C=C(C=C1C(C=C(OC21)N2CCOCC2)=O)C(=O)N(C)C